COC=1C=C(C=CC1OC)C1=CN=C2N1N=C(C=C2)NCC2=NC=CC=C2 3-(3,4-dimethoxy-phenyl)-N-(2-pyridylmeth-yl)imidazo[1,2-b]pyridazin-6-amine